2-(4-((6-aminopyridazin-3-yl)sulfonyl)piperazin-1-yl)-6-methylpyrimidine-4-carbonitrile NC1=CC=C(N=N1)S(=O)(=O)N1CCN(CC1)C1=NC(=CC(=N1)C#N)C